FC(C1=CC=CC(=N1)NC1=CC2=C(N=C(S2)N2CC3C4C=CC(C3C2)C4)C=C1)(F)F 4-[6-[[6-(trifluoromethyl)-2-pyridyl]amino]-1,3-benzothiazol-2-yl]-4-azatricyclo[5.2.1.02,6]dec-8-ene